3-(Di((9Z,12Z)-octadeca-9,12-dien-1-yl)amino)propan C(CCCCCCC\C=C/C\C=C/CCCCC)N(CCC)CCCCCCCC\C=C/C\C=C/CCCCC